tert-butyl (2-(3-(2-((3-methoxyphenyl)amino)-2-phenylacetyl)-1H-indol-1-yl)ethyl)carbamate COC=1C=C(C=CC1)NC(C(=O)C1=CN(C2=CC=CC=C12)CCNC(OC(C)(C)C)=O)C1=CC=CC=C1